4-(5-Methylthiazol-2-yl)piperazin CC1=CN=C(S1)N1CCNCC1